C(C1=CC=CC=C1)ON(C(=O)S(=O)(=O)C1=CC=CC=C1)C#N N-(benzyloxy)-1-(benzenesulfonyl)formamido cyanide